COCCOC(COC1=C(C=CC=C1)SC1=C(C=C(C(=C1)N1C(N(C(=CC1=O)C(F)(F)F)C)=O)F)Cl)=O 2-Methoxyethyl-[2-({2-chloro-4-fluoro-5-[3-methyl-2,6-dioxo-4-(trifluoromethyl)-3,6-dihydropyrimidin-1(2H)-yl]phenyl}sulfanyl)phenoxy]acetat